2-(2-chlorostyryl)quinoline methyl-1-methyl-2,3-dioxoindoline-6-carboxylate COC(=O)C1=CC=C2C(C(N(C2=C1)C)=O)=O.ClC1=C(C=CC2=NC3=CC=CC=C3C=C2)C=CC=C1